ClC1=CC=C(C=N1)CN(C(OC(C)(C)C)=O)CC1CCC1 Tert-butyl ((6-chloropyridin-3-yl)methyl)(cyclobutylmethyl)carbamate